N1=CC=C(C2=CC=CN=C12)C#N [1,8]naphthyridine-4-carbonitrile